CC1=C(C(=CC=C1)C)NC1=NC=C(C=N1)C(C(=O)N)S (2-((2,6-dimethylphenyl)amino)pyrimidin-5-yl)-2-mercaptoacetamide